8-chloro-2-(2,6-difluorophenyl)-N-(pyridin-3-ylmethyl)pyrazolo[1,5-a][1,3,5]triazin ClC=1C=NN2C1N(C(N=C2)C2=C(C=CC=C2F)F)CC=2C=NC=CC2